(+-)-1-(OCTAHYDRO-2,3,8,8-TETRAMETHYL-2-NAPHTHALENYL)-1-ETHANONE CC1(CC2C(CCCC2CC1C)(C)C)C(C)=O